OC1=C(C(/C=C/C2=CC=CC=C2)=O)C(=CC(=C1)OC)OCOCCOC 2'-Hydroxy-4'-methoxy-6'-(2-methoxyethoxymethoxy)chalcone